tert-butyl 6-[4-[(1-phenylindazol-5-yl)amino]pyrido[3,2-d]pyrimidin-6-yl]-1,6-diazaspiro[3.3]heptane-1-carboxylate C1(=CC=CC=C1)N1N=CC2=CC(=CC=C12)NC=1C2=C(N=CN1)C=CC(=N2)N2CC1(CCN1C(=O)OC(C)(C)C)C2